C(C)OCC.[Sn] tin diethyl oxide